17,17-dimethyl-4,14-dioxo-6,9,12-trioxa-3,15-diazaoctadecanoamide CC(CNC(COCCOCCOCC(NCC(=O)N)=O)=O)(C)C